4-((6-bromo-3-fluoropyridin-2-yl)methyl)-1-((3-chloro-2-fluorophenyl)methyl-d2)-2-methylpiperidine-4-carboxylic acid methyl ester COC(=O)C1(CC(N(CC1)C([2H])([2H])C1=C(C(=CC=C1)Cl)F)C)CC1=NC(=CC=C1F)Br